CC(C)N1CCC(CC1)N1CCN(CCC1)C1=CC=CC(=N1)C(=O)NCC=1N=CSC1 6-{4-[1-(Propan-2-yl)piperidin-4-yl]-1,4-diazepan-1-yl}-N-(1,3-thiazol-4-ylmethyl)pyridine-2-carboxamide